[C@H]1(CC[C@@]12OCCC2)N2N=CC(=C2)C=2C(=C(C=CC2)NC2=C(N=NC(=C2)NC(=O)C2(CC2)F)C(=O)N)OC 4-((3-(1-((1R,4S)-5-oxaspiro[3.4]octan-1-yl)-1H-pyrazol-4-yl)-2-methoxyphenyl)amino)-6-(1-fluorocyclopropane-1-carboxamido)pyridazine-3-carboxamide